BrC1=CC(=C(C=C1O)CC(=O)N)F 2-(4-bromo-2-fluoro-5-hydroxyphenyl)acetamide